(2,3,4,6-tetrafluorophenyl)N,N-diethylanilinium FC1=C(C(=CC(=C1F)F)F)[N+](C1=CC=CC=C1)(CC)CC